ClC=1C=C2C(=CC(=NC2=CC1)C(F)(F)F)N[C@@H]1C[C@@H](CCC1)NC(=O)C=1C=NNC1C1CC1 N-[(1R,3S)-3-{[6-chloro-2-(trifluoromethyl)quinolin-4-yl]amino}cyclohexyl]-5-cyclopropyl-1H-pyrazole-4-carboxamide